ClC=1C(=CC=C2C=C(C=C(C12)C1=CC=C2C(=NC(=NC2=C1F)OC[C@]12CCCN2C[C@@H](C1)F)OCC(F)(F)F)O[Si](C(C)C)(C(C)C)C(C)C)F 7-(8-chloro-7-fluoro-3-((triisopropylsilyl)oxy)naphthalen-1-yl)-8-fluoro-2-(((2R,7aS)-2-fluorohexahydro-1H-pyrrolizin-7a-yl)methoxy)-4-(2,2,2-trifluoroethoxy)quinazoline